NC1=NN(C=C1)CC(=O)N(C)C 2-(3-aminopyrazol-1-yl)-N,N-dimethyl-acetamide